6-(4-Chlorophenyl)-N-(2-hydroxy-2-methylpropyl)-2-(thiophen-2-yl)pyrimidin ClC1=CC=C(C=C1)C1=CC=NC(N1CC(C)(C)O)C=1SC=CC1